Cl.ClC1=C(C(=O)N2CCN(CC2)C(=O)C2CCNCC2)C=CC(=C1)NC=1C=2N(C=CN1)C(=CN2)C2=C(C(=C(C=C2)OC(F)F)F)F (4-(2-chloro-4-((3-(4-(difluoromethoxy)-2,3-difluorophenyl)imidazo[1,2-a]pyrazin-8-yl)amino)benzoyl)piperazin-1-yl)(piperidin-4-yl)methanone hydrochloride